N-(5-bromobenzo[d]thiazol-2-yl)-5-pentylpicolinamide BrC=1C=CC2=C(N=C(S2)NC(C2=NC=C(C=C2)CCCCC)=O)C1